5-(2,6-dimethylphenoxy)-4-[2-(2-fluoro-3-methoxyphenyl)-6-methyl-1-(4-methylbenzenesulfonyl)-7-oxopyrrolo[2,3-c]pyridin-4-yl]-1-methylpyridin-2-one CC1=C(OC=2C(=CC(N(C2)C)=O)C=2C3=C(C(N(C2)C)=O)N(C(=C3)C3=C(C(=CC=C3)OC)F)S(=O)(=O)C3=CC=C(C=C3)C)C(=CC=C1)C